(S)-2,3-dimethyl-6-(6-(1-methyl-1H-pyrazol-4-yl)-5-oxa-8-azaspiro[3.5]nonan-8-yl)-8-(2,4,5-trifluorophenyl)pyrido[3,4-d]pyrimidin-4(3H)-one CC=1N(C(C2=C(N1)C(=NC(=C2)N2C[C@@H](OC1(CCC1)C2)C=2C=NN(C2)C)C2=C(C=C(C(=C2)F)F)F)=O)C